C(C=C)OCC(C(=O)OCCCCCCC)=C n-heptyl α-allyloxymethylacrylate